C1(=C(C=CC=C1)NC(NC1=C(C=CC=C1)C)=N)C bis(o-tolyl)guanidine